C(C)OC1=CC=C(C=C1)C1=CC(=CC=C1)N(C(=O)C1CCC(CC1)OC)CC12CCC(CC1)(CC2)C2=NC(=NO2)C([CH2+])(C)C 2-(5-(4-((N-(4'-ethoxy-[1,1'-biphenyl]-3-yl)-4-methoxycyclohexane-1-carboxamido)methyl)bicyclo[2.2.2]octan-1-yl)-1,2,4-oxadiazol-3-yl)-2-methylpropan-1-ylium